3-cyano-4-(3-methylpyridin-2-yl)-7-(4-methylthiazol-5-yl)-5,6-dihydroquinolin-2-yl trifluoromethanesulfonate FC(S(=O)(=O)OC1=NC=2C=C(CCC2C(=C1C#N)C1=NC=CC=C1C)C1=C(N=CS1)C)(F)F